FC1=C(C(=C(C=C1OC)OC)F)C1=CC2=C(N=C(N=C2)SC)C(=N1)N1CC(C1)(O)C 1-(6-(2,6-difluoro-3,5-dimethoxyphenyl)-2-(methylthio)pyrido[3,4-d]pyrimidin-8-yl)-3-methylazetidin-3-ol